ClCC(=O)N1CCN(CC1)C1=C(C=O)C=CC=N1 2-(4-(2-chloroacetyl)piperazin-1-yl)nicotinaldehyde